CC(=CCCC=1CC2=C(C3=CC=CC=C3C(=C2CC1)OC(C(=C)C)=O)OC(C(=C)C)=O)C 2-(4-methyl-3-pentenyl)-9,10-dimethacryloyloxy-1,4-dihydroanthracene